3-hydroxytetradecanoyl-3-hydroxydecanoic acid OC(CC(=O)C(C(=O)O)C(CCCCCCC)O)CCCCCCCCCCC